C(C=1C(O)=CC=CC1)(=O)N[C@@H](CC(=O)[O-])C(=O)[O-].[Ca+2] Calcium N-salicyloyl-L-Aspartat